(R)-3-(1-oxo-5-(piperazin-1-yl)isoindolin-2-yl)piperidine-2,6-dione O=C1N(CC2=CC(=CC=C12)N1CCNCC1)[C@H]1C(NC(CC1)=O)=O